FC1(CCN(CCC1)C1=NC2=CC=C(C=C2C=C1C(=O)O)F)F 2-(4,4-difluoroazepan-1-yl)-6-fluoroquinoline-3-carboxylic acid